4-(perfluoropropyl)-2,6-diphenylpyrimidine FC(C(C(F)(F)F)(F)F)(C1=NC(=NC(=C1)C1=CC=CC=C1)C1=CC=CC=C1)F